2-(2,6-dioxopiperidin-3-yl)-5-((4-(2-methyl-5-phenylthieno[2,3-d]pyrimidin-4-yl)-3,6-dihydropyridine-1(2H)-yl)methyl)isoindoline-1,3-dione O=C1NC(CCC1N1C(C2=CC=C(C=C2C1=O)CN1CCC(=CC1)C=1C2=C(N=C(N1)C)SC=C2C2=CC=CC=C2)=O)=O